C(#N)C1=CC(=C(C=C1F)NS(=O)(=O)C1=CNC(=C1)C=1SC=C(N1)OC)F N-(4-cyano-2,5-difluorophenyl)-5-(4-methoxy-1,3-thiazol-2-yl)-1H-pyrrole-3-sulfonamide